ClC1=NC2=NC(=NC=C2N1COCC[Si](C)(C)C)SC1=C(C(=CC=C1)Cl)Cl 8-chloro-2-((2,3-dichlorophenyl)thio)-7-((2-(trimethylsilyl)ethoxy)methyl)-7H-purine